COC1C(C=CC=C1)=O 2-methoxybenzeneOne